3-(((5-chloro-3-(difluoromethyl)-1-ethyl-1H-pyrazol-4-yl)methyl)sulfonyl)-5-ethyl-5-methyl-4,5-dihydroisoxazole ClC1=C(C(=NN1CC)C(F)F)CS(=O)(=O)C1=NOC(C1)(C)CC